O[C@H]1[C@@H](C[C@H]([C@@H]1O)C)N1C=NC(=C1)C(=O)N ((1R,2S,3S,4R)-2,3-dihydroxy-4-methylcyclopentyl)-1H-imidazole-4-carboxamide